1-(4-[(2-Chloro-6-fluorophenyl)carbamoyl]-2-fluoro-5-{[(2S)-1,1,1-trifluoropropan-2-yl]oxy}phenyl)-4-ethyl-5-oxo-4,5-dihydro-1H-1,2,4-triazol ClC1=C(C(=CC=C1)F)NC(=O)C1=CC(=C(C=C1O[C@H](C(F)(F)F)C)N1N=CN(C1=O)CC)F